3-ethyl-2-sulfanylidene-1,3-thiazolidin-4-one C(C)N1C(SCC1=O)=S